(pyridin-4-ylmethoxy)but-2-yn-1-ol N1=CC=C(C=C1)COC(C#CC)O